perfluoro-butenyl-vinylether FC(=C(C(=C(C(C(F)(F)F)(F)F)F)F)F)OC(=C(F)C(=C(C(C(F)(F)F)(F)F)F)F)F